ClC1=CC=C(C(=N1)C(=O)O)N[C@H](C)C1=C2N=C(C(=NC2=CC(=C1)C)C#N)N1CCN(CC1)C1=NOC(=C1)C (R)-6-chloro-3-((1-(2-cyano-7-methyl-3-(4-(5-methylisoxazol-3-yl)piperazin-1-yl)quinoxalin-5-yl)ethyl)amino)picolinic acid